zinc-indium sulfur [S].[In].[Zn]